N-[5-[5-methyl-3-[(1-methylazetidin-3-yl)oxymethyl]isoxazol-4-yl]pyrazolo[1,5-a]pyridin-2-yl]cyclopropanecarboxamide CC1=C(C(=NO1)COC1CN(C1)C)C1=CC=2N(C=C1)N=C(C2)NC(=O)C2CC2